1,5-anhydro-2,3-dideoxy-3-(((4-fluoro-7-(4-(1-methyl-1H-imidazol-4-yl)benzyl)-2,3-dihydro-1-benzofuran-5-yl)carbonyl)amino)-L-threo-pentitol FC1=C(C=C(C2=C1CCO2)CC2=CC=C(C=C2)C=2N=CN(C2)C)C(=O)N[C@H]2CCOC[C@@H]2O